butyl-aminononanoic acid imidazole salt N1C=NC=C1.C(CCC)C(C(=O)O)(CCCCCCC)N